(±)-(4Z)-4-(1,3-Benzothiazol-6-ylmethylene)-2-[[trans-2-hydroxycyclopentyl]amino]-1H-imidazol-5-one S1C=NC2=C1C=C(C=C2)\C=C\2/N=C(NC2=O)N[C@H]2[C@@H](CCC2)O |r|